CC1=NOC=C1C=1C=CC=2N(C1)C(=NN2)[C@@H]2C[C@@H](CCC2)NC2=NC=C(C(=N2)OC2COC2)C(F)(F)F N-[(1R,3S)-3-[6-(3-methylisoxazol-4-yl)-[1,2,4]triazolo[4,3-a]pyridin-3-yl]cyclohexyl]-4-(oxetan-3-yloxy)-5-(trifluoromethyl)pyrimidin-2-amine